4-(tert-Butoxycarbonylamino-methyl)-pyridine-2,6-dicarboxylic acid monomethyl ester COC(=O)C1=NC(=CC(=C1)CNC(=O)OC(C)(C)C)C(=O)O